3-{2-[(2-{4-[2-(morpholin-4-yl)ethoxy]phenyl}pyrimidin-4-yl)methoxy]phenyl}propanoic acid N1(CCOCC1)CCOC1=CC=C(C=C1)C1=NC=CC(=N1)COC1=C(C=CC=C1)CCC(=O)O